methyl-Aminium chloride [Cl-].C[NH3+]